2-chloroethanamine ClCCN